C(C)OC1=CC=C(C=C1)N1C(=NC2=C(C1=O)C=CC=N2)C(C)N(C(CC2=CC=C(C=C2)OC(F)(F)F)=O)CC=2C=NC=CC2 N-(1-(3-(4-ethoxyphenyl)-4-oxo-3,4-dihydropyrido[2,3-d]pyrimidin-2-yl)ethyl)-N-(pyridin-3-ylmethyl)-2-(4-(trifluoromethoxy)phenyl)acetamide